[Li].[Ca].NC(=O)N urea calcium-lithium